S1(CCCCC1)(=O)=O tetrahydro-2H-thiopyran-1,1-dione